(S)-1-(1-(4-(1,1-Difluoroethyl)-6-(3-methoxytetrahydrofuran-3-yl)pyridin-2-yl)-3-methyl-1H-pyrazolo[4,3-c]pyridin-6-yl)urea FC(C)(F)C1=CC(=NC(=C1)[C@@]1(COCC1)OC)N1N=C(C=2C=NC(=CC21)NC(=O)N)C